FC(C1=NC(=NO1)C1=CC=C(CN(C(CC)=O)C2=CC(=CC=C2)C(F)(F)F)C=C1)(F)F N-(4-(5-(trifluoromethyl)-1,2,4-oxadiazol-3-yl)benzyl)-N-(3-(trifluoromethyl)phenyl)propionamide